(R)-N-[(1S)-1-(5-bromo-2-pyridyl)-2,2,2-trifluoro-ethyl]-2-methyl-propane-2-sulfinamide BrC=1C=CC(=NC1)[C@@H](C(F)(F)F)N[S@](=O)C(C)(C)C